[O-2].[Tb+3].[Gd+3].[O-2].[O-2] Gadolinium Terbium oxid